N-(3-chloro-5-(methylsulfonamido)phenyl)-4-phenyl-1H-pyrrole-2-carboxamide ClC=1C=C(C=C(C1)NS(=O)(=O)C)NC(=O)C=1NC=C(C1)C1=CC=CC=C1